CIS-morpholinone N1C(COCC1)=O